FC(CP(OCCCCC)([O-])=O)(F)F n-butylmethyl (2,2,2-trifluoroethyl)phosphonate